FC=1C=C2CC(CC2=CC1)=O 5-fluoro-1,3-dihydro-2H-inden-2-one